C12(C=CC(CC1)C2)C(=O)OC(=O)C21C=CC(CC2)C1 norbornenic acid anhydride